FC(C=1C(=C(C=CC1)[C@@H](C)\N=C/1\C2=C(N(C=N1)C)C=NC(=C2)C2(CC2)C(F)F)F)F (R,Z)-N-(1-(3-(difluoromethyl)-2-fluorophenyl)ethyl)-6-(1-(difluoromethyl)-cyclopropyl)-1-methylpyrido[3,4-d]pyrimidin-4(1H)-imine